2-[4-[(E)-3-(4-Methoxy-3-methylphenyl)prop-2-enoyl]phenoxy]propanoic acid COC1=C(C=C(C=C1)/C=C/C(=O)C1=CC=C(OC(C(=O)O)C)C=C1)C